5-(R)-methyl-imidazolidin-2-one C[C@@H]1CNC(N1)=O